C(C1=CC=CC=C1)OC(=O)C1=C(NC(=C(C1C=1C2=C(SC1)C(=CC=C2)C(=O)OC)C(C)=O)C)C 5-acetyl-4-(7-(methoxycarbonyl)benzo[b]thiophen-3-yl)-2,6-dimethyl-1,4-dihydropyridine-3-carboxylic acid benzyl ester